3,4,7,8-tetracyano-1,10-phenanthroline C(#N)C=1C=NC2=C3N=CC(=C(C3=CC=C2C1C#N)C#N)C#N